(S)-4-(1-hydroxy-3-methylbutan-2-yl)thiomorpholine 1,1-dioxide OC[C@H](C(C)C)N1CCS(CC1)(=O)=O